(S)-10-((5-chloro-2-(4,4-difluoropiperidin-1-yl)pyrimidin-4-yl)amino)-2-cyclopropyl-3,3-difluoro-7-methyl-1,2,3,4-tetrahydro-[1,4]oxazepino[2,3-c]quinolin-6(7H)-one ClC=1C(=NC(=NC1)N1CCC(CC1)(F)F)NC1=CC=2C3=C(C(N(C2C=C1)C)=O)OCC([C@@H](N3)C3CC3)(F)F